C(C)(=O)OCCCCCC\C=C/CCCC (Z)-7-dodecen-yl acetate